ClC1=NC(=C2N=CN(C2=N1)[C@H]1[C@@H]([C@@H]([C@H](O1)COCP(O)(O)=O)O)O)N[C@H]1COCC1 ({[(2R,3S,4R,5R)-5-(2-chloro-6-{[(3R)-oxolan-3-yl]amino}-9H-purin-9-yl)-3,4-dihydroxyoxolan-2-yl]methoxy}methyl)phosphonic acid